6,7-dihydroisoquinoline C1=NC=CC2=CCCC=C12